N1N=CC2=CC=CC(=C12)CNC(=S)NC1=CC=CC=C1 1-[(1H-indazol-7-yl)methyl]-3-phenylthiourea